4-Butyl-N-(3-(dimethylamino)butyl)-3-(4-fluorophenyl)-5-methyl-1-phenyl-4,5-dihydro-1H-pyrazole-5-carboxamide C(CCC)C1C(=NN(C1(C(=O)NCCC(C)N(C)C)C)C1=CC=CC=C1)C1=CC=C(C=C1)F